methyl 1-(1-(6-bromopyridin-3-yl) ethyl)-4-(propan-1-yn-1-yl)-1H-indazole-7-carboxylate BrC1=CC=C(C=N1)C(C)N1N=CC2=C(C=CC(=C12)C(=O)OC)C#CC